3-(α-methylphenylethylamino)propionitrile CC(CC1=CC=CC=C1)NCCC#N